2-bromo-N-(6-cyclopropyl-1,8-naphthyridin-2-yl)propanamide BrC(C(=O)NC1=NC2=NC=C(C=C2C=C1)C1CC1)C